tert-Butyl (1R,3S,4S)-3-(4-(1H-pyrrolo[2,3-c]pyridine-3-carbonyl)piperidine-1-carbonyl)-2-azabicyclo[2.2.1]heptane-2-carboxylate N1C=C(C=2C1=CN=CC2)C(=O)C2CCN(CC2)C(=O)[C@H]2N([C@@H]1CC[C@H]2C1)C(=O)OC(C)(C)C